FC(CN1C(C=2NN=C(C2C1C1=CC(=C(C=C1)OC1=CC=C(C=C1)OC(F)(F)F)OCCCC(F)(F)F)C1=CC=CC=2NC(OC21)=O)=O)(C)F 7-[5-(2,2-Difluoropropyl)-6-oxo-4-{3-(4,4,4-trifluorobutoxy)-4-[4-(trifluoromethoxy)phenoxy]phenyl}-1,4,5,6-tetrahydropyrrolo[3,4-c]pyrazol-3-yl]-1,3-benzoxazol-2(3H)-one